4-chloro-N-(2-(4-(4-((7-(3-(dimethylamino)propanamido)-4-oxoquinazolin-3(4H)-yl)methyl)-4-hydroxypiperidine-1-carbonyl)-3-phenyl-1H-pyrazol-1-yl)ethyl)quinoline-7-carboxamide ClC1=CC=NC2=CC(=CC=C12)C(=O)NCCN1N=C(C(=C1)C(=O)N1CCC(CC1)(O)CN1C=NC2=CC(=CC=C2C1=O)NC(CCN(C)C)=O)C1=CC=CC=C1